5-(2-methoxypyridin-3-yl)-1-methyl-7-(trifluoromethyl)-1,5-dihydro-4H-imidazo[4,5-c][1,8]Naphthyridin-4-one COC1=NC=CC=C1N1C(C2=C(C=3C=CC(=NC13)C(F)(F)F)N(C=N2)C)=O